(2S,4R)-1-(2-(3-acetyl-5-(2-methylpyrazolo[1,5-a]pyrimidin-6-yl)-1H-indazol-1-yl)acetyl)-N-(3-(difluoromethoxy)-2-fluorophenyl)-4-fluoropyrrolidine-2-carboxamide C(C)(=O)C1=NN(C2=CC=C(C=C12)C=1C=NC=2N(C1)N=C(C2)C)CC(=O)N2[C@@H](C[C@H](C2)F)C(=O)NC2=C(C(=CC=C2)OC(F)F)F